C1(CC1)C1=NC(=CC(=C1)C1=C(C=C(C#N)C=C1)C1=NN=CN1C)N1C(C=2C=C(N=C3C=CC=C1C23)CNCC2(CCC2)O)=O 4-(2-Cyclopropyl-6-(4-((((1-hydroxycyclobutyl)methyl)amino)methyl)-2-oxopyrrolo[4,3,2-de]quinolin-1(2H)-yl)pyridin-4-yl)-3-(4-methyl-4H-1,2,4-triazol-3-yl)benzonitrile